C1(CC1)C=1C2=C(C(N(C1)C1=CC(=CC=C1)C1(CC(C1)(F)F)C1=NN=CN1C)=O)N(C(=C2)C=O)COCC[Si](C)(C)C 4-cyclopropyl-6-[3-[3,3-difluoro-1-(4-methyl-1,2,4-triazol-3-yl)cyclobutyl]phenyl]-7-oxo-1-(2-trimethylsilylethoxymethyl)pyrrolo[2,3-c]pyridine-2-carbaldehyde